(5-(3-chlorophenyl)-4-cyclopropyl-3-hydroxypicolinyl)glycine ClC=1C=C(C=CC1)C=1C(=C(C(=NC1)CNCC(=O)O)O)C1CC1